tris(1-naphthylphenylamino)triphenylamine C1(=CC=CC2=CC=CC=C12)N(C1=CC=CC=C1)C1=C(C(=C(C=C1)N(C1=CC=CC=C1)C1=CC=CC=C1)N(C1=CC=CC2=CC=CC=C12)C1=CC=CC=C1)N(C1=CC=CC2=CC=CC=C12)C1=CC=CC=C1